C1(=CC=C(C=C1)C[C@H](NC(C(C(=O)NCCC1=CC(=CC=C1)OC)C)=O)B(O)O)C1=CC=CC=C1 ((1R)-2-([1,1'-Biphenyl]-4-yl)-1-(3-((3-methoxyphenylethyl)amino)-2-methyl-3-oxopropanamido)ethyl)boronic acid